NCCCNC(C=CN1CCCC1)=O N-3-aminopropyl-3-(pyrrolidine-1-yl)acrylamide